BrC1=CC(=C(C=C1)S(=O)(=O)Cl)OC 4-bromo-2-methoxybenzenesulfonyl Chloride